3-(2,3-dichlorophenyl)-6-(4-{[(2R)-2,3-dihydroxypropyl]-amino}piperidin-1-yl)-2-methyl-3,4-dihydropyrimidin-4-one ClC1=C(C=CC=C1Cl)N1C(=NC(=CC1=O)N1CCC(CC1)NC[C@H](CO)O)C